C1(=CC=CC=C1)C=1C(=C2C=3C(=C(C(=C(C3C=CC2=CC1)C1=CC=CC=C1)C1=CC=CC=C1)C1=CC=CC=C1)C1=CC=CC=C1)C1=CC=CC=C1 tetraphenyldiphenyl-phenanthrene